C(=O)O.COC1=C(C=CC=C1)CCCN1CCC2(C(NCN2C2=CC=CC=C2)=O)CC1 8-(3-(2-methoxyphenyl)propyl)-1-phenyl-1,3,8-triazaspiro(4.5)decan-4-one formate